5-[6-chloro-3-[1-[4,7-dimethyl-3-(1-methyl-4-piperidinyl)-5-oxo-pyrazolo[3,4-c]isoquinolin-9-yl]ethoxy]-2-pyridinyl]-N-methyl-pyridine-2-carboxamide ClC1=CC=C(C(=N1)C=1C=CC(=NC1)C(=O)NC)OC(C)C=1C=2C3=C(N(C(C2C=C(C1)C)=O)C)N(N=C3)C3CCN(CC3)C